NC(C(=O)O)CC1=NN=CN1 2-amino-3-(4H-1,2,4-triazol-3-yl)propanoic acid